CC=1C(=NC(=NC1)NC1=CC=NN1C)C=1N=C(OC1)C(=O)NCCC1=CC=CC=C1 4-(5-methyl-2-((1-methyl-1H-pyrazol-5-yl)amino)pyrimidin-4-yl)-N-phenethyloxazole-2-carboxamide